3-(3-(1,1'-Biphenyl)-4-yl-1,2,3,4-tetrahydro-1-naphthalenyl)-4-hydroxy-2H-1-benzopyran-2-on C1(=CC=C(C=C1)C1CC(C2=CC=CC=C2C1)C=1C(OC2=C(C1O)C=CC=C2)=O)C2=CC=CC=C2